tert-butyl 1-(2-formylquinoline-6-carbonyl)piperidine-4-carboxylate C(=O)C1=NC2=CC=C(C=C2C=C1)C(=O)N1CCC(CC1)C(=O)OC(C)(C)C